N1CCC2=C(C=CC=C12)N1CC2(C1)CN(C2)CCCCCCCC(=O)OC(C)(C)C tert-butyl 8-(2-indolin-4-yl-2,6-diazaspiro[3.3]heptan-6-yl)octanoate